4-nitro-N-(2-fluorobenzyl)-N-(4-fluorobenzyl)benzenesulfonamide [N+](=O)([O-])C1=CC=C(C=C1)S(=O)(=O)N(CC1=CC=C(C=C1)F)CC1=C(C=CC=C1)F